3-[[7-bromo-2-chloro-8-fluoro-6-(trifluoromethyl)quinazolin-4-yl]-cyclopropyl-amino]azetidine-1-carboxylic acid tert-butyl ester C(C)(C)(C)OC(=O)N1CC(C1)N(C1CC1)C1=NC(=NC2=C(C(=C(C=C12)C(F)(F)F)Br)F)Cl